C(C)OC(C[C@@H](CNCC1=CC=CC=C1)O)=O 4-benzylamino-(S)-3-hydroxybutyric acid ethyl ester